nitrosophenylhydroxylamine aluminum salt [Al].N(=O)N(O)C1=CC=CC=C1